NC=1OC[C@@H]([C@@](N1)(C)C=1C=C(C=CC1F)\C=C(/F)\C=1N=CC(=NC1)C#N)OCC(F)(F)F 5-((Z)-2-(3-((4R,5R)-2-amino-4-methyl-5-(2,2,2-trifluoroethoxy)-5,6-dihydro-4H-1,3-oxazin-4-yl)-4-fluorophenyl)-1-fluorovinyl)pyrazine-2-carbonitrile